CN1N=NN=C1C(C1=CC=CC=C1)=NOCC(=O)N ((((1-methyl-1H-tetrazol-5-yl)(phenyl)methylene)amino)oxy)acetamide